BrC=1C=2CCNC(C2C(=C2C1OC(O2)(C)[C@@H]2CC[C@H](CC2)NC([O-])=O)C)=O (trans-4-(9-bromo-2,4-dimethyl-5-oxo-5,6,7,8-tetrahydro-[1,3]dioxolo[4,5-g]isoquinolin-2-yl)cyclohexyl)carbamate